1-[5-(1,3-dioxolan-2-yl)-6-[5-methyl-1-(2,2,2-trifluoroethyl)pyrazol-4-yl]-2-pyridyl]-6-methoxy-N-(6-methylpyridazin-3-yl)benzimidazol-5-amine O1C(OCC1)C=1C=CC(=NC1C=1C=NN(C1C)CC(F)(F)F)N1C=NC2=C1C=C(C(=C2)NC=2N=NC(=CC2)C)OC